FC1(CC1)C(=O)NC1=CC2=C(N=N1)C(=NC=C2C2=NN1C(C=CC(=C1)N1CCOCC1)=N2)NC 1-fluoro-N-(8-(methylamino)-5-(6-morpholinyl-[1,2,4]triazolo[1,5-a]pyridin-2-yl)pyrido[3,4-c]pyridazin-3-yl)cyclopropane-1-carboxamide